FC1(CC(C1)C1=NNC(=N1)C1CC2(CN(C2)C(=O)N2CC3(C2)CC(C3)CC=3C=C(C#N)C=C(C3)C(F)(F)F)C1)F 3-[[2-[6-[3-(3,3-difluorocyclobutyl)-1H-1,2,4-triazol-5-yl]-2-azaspiro[3.3]heptane-2-carbonyl]-2-azaspiro[3.3]heptan-6-yl]methyl]-5-(trifluoromethyl)benzonitrile